3,5-Ditrifluoromethylphenol FC(C=1C=C(C=C(C1)C(F)(F)F)O)(F)F